cyclohexane-1,2-dicarboxylic acid diisotridecyl ester C(CCCCCCCCCC(C)C)OC(=O)C1C(CCCC1)C(=O)OCCCCCCCCCCC(C)C